(S)-N-(2-(1H-indol-3-yl)ethyl)-3-(1H-indol-3-yl)-2-(4-methylphenylsulfonyl)propanamide N1C=C(C2=CC=CC=C12)CCNC([C@H](CC1=CNC2=CC=CC=C12)S(=O)(=O)C1=CC=C(C=C1)C)=O